1,7-dioxaspiro[3.4]octane O1CCC12CCOC2